rac-N-(3-oxo-4-(trifluoromethyl)-3,5,6,7-tetrahydro-2H-cyclopenta[c]pyridazin-7-yl)-3-(1-(5-(trifluoromethyl)pyrimidin-2-yl)piperidin-4-yl)propanamide O=C1C(=C2C(=NN1)[C@@H](CC2)NC(CCC2CCN(CC2)C2=NC=C(C=N2)C(F)(F)F)=O)C(F)(F)F |r|